Tert-butyl N-[5-(4-piperidyl)pentyl]carbamate N1CCC(CC1)CCCCCNC(OC(C)(C)C)=O